C(C)OP(OCC)(=O)C1=CC=C(C=C1)CN1C=NC2=C1C=CC(=C2)C(N)=O 4-((5-carbamoyl-1,3-benzodiazol-1-yl)methyl)phenyl-phosphonic acid diethyl ester